bis-carboxyisopropyl trithiocarbonate C(SC(CC(=O)O)(C)C(=O)O)([S-])=S